2-(4-Chloro-1-isopropyl-1H-pyrazol-5-yl)-5-methoxy-N-((1-(1-methyl-4-(trifluoromethyl)-1H-imidazol-2-yl)piperidin-4-yl)methyl)pyrimidin-4-amine ClC=1C=NN(C1C1=NC=C(C(=N1)NCC1CCN(CC1)C=1N(C=C(N1)C(F)(F)F)C)OC)C(C)C